L-aspartic acid 1,4-dipentyl ester C(CCCC)OC([C@@H](N)CC(=O)OCCCCC)=O